3-({[(3S)-6-[(4-cyclopropylphenyl)(methyl)amino]-2,3-dihydro-1-benzofuran-3-yl]methyl}amino)pyridine-4-carboxylic acid C1(CC1)C1=CC=C(C=C1)N(C1=CC2=C([C@H](CO2)CNC=2C=NC=CC2C(=O)O)C=C1)C